1-(4-(4-(2-(2-methoxyethoxy)ethoxy)styryl)phenyl)propan-1-one methyl-[2-(5-fluoro-2-nitrobenzyl)-1,3-dioxolan-2-yl]acetate COC(CC1(OCCO1)CC1=C(C=CC(=C1)F)[N+](=O)[O-])=O.COCCOCCOC1=CC=C(C=CC2=CC=C(C=C2)C(CC)=O)C=C1